Cl.Cl.Cl.CC1(C2C(NC(C12)=O)=O)C 6,6-dimethyl-3-azabicyclo[3.1.0]hexane-2,4-dione trihydrochloride